[Cl-].O(C1=CC=CC=C1)CCCCCP phenoxypentyl-phosphine chloride